methyl-D-glutamic acid CN[C@H](CCC(=O)O)C(=O)O